ClC1=C(C=C(C=2C(=C3N(C12)CCN(C3)C(=O)OC(C)(C)C)C=3C=NN(C3)C3OCCCC3)OCC)Cl tert-butyl 6,7-dichloro-9-ethoxy-10-(1-tetrahydropyran-2-ylpyrazol-4-yl)-3,4-dihydro-1H-pyrazino[1,2-a]indole-2-carboxylate